ClC=1C=C(C=NC1C)NC(C(=O)O)=O 2-[(5-chloro-6-methyl-3-pyridyl)amino]-2-oxo-acetic Acid